(5'-bromospiro[cyclohexane-1,3'-indolin]-1'-yl)(3-((2-methylmorpholino)sulfonyl)phenyl)methanone tert-Butyl-1-((6-bromopyridin-2-yl)carbamoyl)-2-azabicyclo[2.1.1]hexane-2-carboxylate C(C)(C)(C)OC(=O)N1C2(CC(C1)C2)C(NC2=NC(=CC=C2)Br)=O.BrC=2C=C1C3(CN(C1=CC2)C(=O)C2=CC(=CC=C2)S(=O)(=O)N2CC(OCC2)C)CCCCC3